[Si](C)(C)(C(C)(C)C)OC1=CC=C(NC=2C=C(N(C2C)C[C@H]2COCC2)C#N)C=C1 |o1:20| 4-[4-[tert-butyl(dimethyl)silyl]oxyanilino]-5-methyl-1-((3S or R)-tetrahydrofuran-3-ylmethyl)pyrrole-2-carbonitrile